[4-[[4-[6-[[4-[(3S)-3-phenylisoxazolidin-2-yl]-5-(trifluoromethyl)pyrimidin-2-yl]amino]-3-pyridyl]-1-piperidyl]methyl]phenyl]methanol C1(=CC=CC=C1)[C@H]1N(OCC1)C1=NC(=NC=C1C(F)(F)F)NC1=CC=C(C=N1)C1CCN(CC1)CC1=CC=C(C=C1)CO